O[C@@H]1C[C@H]2[C@H](CCC3=C(O2)C=C(C=C3)C(=O)O)[C@H]1\C=C\C([C@H](C)C1=CC=CC=C1)O (1R,2R,3aS,10aR)-2-hydroxy-1-[(1E,3ξ,4R)-3-hydroxy-4-phenyl-1-penten-1-yl]-2,3,3a,9,10,10a-hexahydro-1H-benzo[b]cyclopenta[f]oxepin-6-carboxylic acid